1-(4-{5-[2-Ethoxy-6-(trifluoromethyl)pyridin-4-yl]-7-[{[1-(methoxymethyl)cyclopentyl]methyl}(methyl)amino]-1H-imidazo[4,5-b]pyridin-2-yl}-3-fluorophenyl)piperidin C(C)OC1=NC(=CC(=C1)C1=CC(=C2C(=N1)N=C(N2)C2=C(C=C(C=C2)N2CCCCC2)F)N(C)CC2(CCCC2)COC)C(F)(F)F